C(C)(C)(C)N1N=CC(=C1)C=1C=C(C=CC1)N(C(=O)[C@@H]1CC[C@H](CC1)CC(=O)O)C[C@@H]1CC[C@H](CC1)C1=CC(=C(C=C1)OC)C 2-(trans-4-((3-(1-(tert-Butyl)-1H-pyrazol-4-yl)phenyl)((trans-4-(4-methoxy-3-methylphenyl)cyclohexyl)methyl)carbamoyl)cyclohexyl)acetic acid